Tert-butyl 4-[3-[[3-(difluoromethyl)-1-(4-isopropoxycarbonyloxycarbonylphenyl)pyrazol-4-yl]carbamoyl]pyrazolo[1,5-a]pyrimidin-5-yl]piperazine-1-carboxylate FC(C1=NN(C=C1NC(=O)C=1C=NN2C1N=C(C=C2)N2CCN(CC2)C(=O)OC(C)(C)C)C2=CC=C(C=C2)C(=O)OC(=O)OC(C)C)F